FC=1C=2CCCC2C(=C2CCCC12)NC(=O)N=[S@](=O)(N)C=1C=NN2C1O[C@H](C2)C (R,2S)-N'-((8-fluoro-1,2,3,5,6,7-hexahydro-s-indacen-4-yl)carbamoyl)-2-methyl-2,3-dihydropyrazolo[5,1-b]oxazole-7-sulfonimidamide